BrC1=C(C=C2C=CN(C2=C1)S(=O)(=O)CC)OC1=C(C=C(C=C1)F)F 6-bromo-5-(2,4-difluorophenoxy)-1-(ethylsulfonyl)-1H-indole